FC1CCOC2=C(S1(=O)=O)C=C(C=C2F)C(=O)O 4,9-difluoro-5,5-dioxo-3,4-dihydro-2H-1,5λ6-benzoxathiepine-7-carboxylic acid